Cl.ClC1=C(C=CC(=C1)C(F)(F)F)NC(CN1C2=C(C(C(=C1CC)N1CCNCC1)=O)OC(=N2)C2=CC(=NC=C2)OC)=O N-(2-chloro-4-(trifluoromethyl)phenyl)-2-(5-ethyl-2-(2-methoxypyridin-4-yl)-7-oxo-6-(piperazin-1-yl)oxazolo[4,5-b]pyridin-4(7H)-yl)acetamide hydrochloride